O1COC2=C1C=CC(=C2)C[C@@H](C)NC (R)-1-(1,3-benzodioxol-5-yl)-N-methylpropan-2-amine